C(C)(C)(C)OC(=O)N1C(COCCC1)C1=C(C=CC(=C1)C=O)Cl 3-(2-chloro-5-formylphenyl)-1,4-oxazepan-4-carboxylic acid tert-butyl ester